FC1=CC=C(C=C1)C1=CC=C(C=C1)C(=O)O 4'-fluoro-[1,1'-biphenyl]-4-carboxylic acid